F[C@@H]1CN(CC[C@@H]1CNC(OCC1=CC=CC=C1)=O)C=1C=2N(C=C(N1)C=1C=NN(C1)C)N=CC2 benzyl (((3S,4R)-3-fluoro-1-(6-(1-methyl-1H-pyrazol-4-yl)pyrazolo[1,5-a]pyrazin-4-yl)piperidin-4-yl)methyl)carbamate